C(C)(C)(C)N(C([C@H](CO[Si](C)(C)C(C)(C)C)N1C(C2=CC(=CC=C2C1)C1=NC(=NC=C1Cl)NC1CCOCC1)=O)=O)C (2S)-N-tert-butyl-3-[(tert-butyldimethylsilyl)oxy]-2-(6-{5-chloro-2-[(oxan-4-yl)amino]pyrimidin-4-yl}-1-oxo-2,3-dihydro-1H-isoindol-2-yl)-N-methylpropanamide